FC1=C(C=CC=C1F)C(=O)N1CCC(CC1)CCCCNC(=O)C=1C=CC=2N(C1)C=CN2 N-(4-{1-[(2,3-difluorophenyl)carbonyl]piperidin-4-yl}butyl)imidazo[1,2-a]pyridine-6-carboxamide